COC1=C(OC2=CC=C(C=C2)C=2NC=3N(N=CC3C3CCN(CC3)C#CC)C2C(=O)N)C=CC=C1 2-(4-(2-methoxyphenoxy)phenyl)-7-(1-propynylpiperidin-4-yl)-1H-imidazo[1,2-b]Pyrazole-3-carboxamide